C1(CC1)S(=O)(=O)N1N=CC(=C1)C1=NC=CC(=N1)C1(C=C(C(=CN1)C1=NC=C(C=C1)OC1CCN(CC1)C)NC1CC(CC1)(F)F)N 6'-(2-(1-(Cyclopropylsulfonyl)-1H-pyrazol-4-yl)pyrimidin-4-yl)-N4'-(3,3-difluorocyclopentyl)-5-((1-methylpiperidin-4-yl)oxy)-[2,3'-bipyridine]-4',6'-diamine